(S)-3-(1'-((2-azaspiro[3.5]nonan-7-yl)methyl)-6-oxo-6,8-dihydro-2H,7H-spiro[furo[2,3-e]isoindole-3,4'-piperidin]-7-yl)piperidine-2,6-dione C1NCC12CCC(CC2)CN2CCC1(CC2)COC2=C3CN(C(C3=CC=C21)=O)[C@@H]2C(NC(CC2)=O)=O